2-((2R,5S)-2-(2-(1-cyclopropylpiperidin-4-yl)benzo[d]thiazol-5-yl)-5-methylpiperidin-1-yl)-2-oxo-N-(5-oxo-5,6,7,8-tetrahydro-1,6-naphthyridin-3-yl)acetamide C1(CC1)N1CCC(CC1)C=1SC2=C(N1)C=C(C=C2)[C@@H]2N(C[C@H](CC2)C)C(C(=O)NC=2C=NC=1CCNC(C1C2)=O)=O